N1-methyl-2-phenyl-1,2-butanediamine CNCC(CC)(N)C1=CC=CC=C1